C[Si](C=1C=C(C=CC1)C(=C)C1=CC=C(C=C1)[SiH](C)C)(OC(C)C)C 1-[3-(dimethylisopropoxysilyl)phenyl]-1-(4'-dimethylsilylphenyl)ethene